5-(3-bromo-5-isobutylpyrazol-1-yl)-2-(trifluoromethoxy)pyridine BrC1=NN(C(=C1)CC(C)C)C=1C=CC(=NC1)OC(F)(F)F